N1=CC=CC2=CC(=CC=C12)C1(CC1)C1=CN=C2N1C=C(C=N2)C2=CC=C(C(=O)O)C=C2 4-[3-(1-quinolin-6-ylcyclopropyl)imidazo[1,2-a]pyrimidin-6-yl]benzoic Acid